C(C1=CC=CC=C1)OC[C@H]1OS(OC1)=O (4R)-4-((benzyloxy)methyl)-1,3,2-dioxathiolane 2-oxide